C(C=C)(=O)N[C@@H](CCCNC(N)=N)C(=O)O acryloyl-arginine